C(C1=CC=CC=C1)OC(=O)N[C@H](C(=O)N[C@@H]1[C@@H](CC2(OCCO2)CC1)C(=O)OCC)CCSC ethyl (7R,8S)-8-((S)-2-(((benzyloxy)carbonyl)amino)-4-(methylthio)butanamido)-1,4-dioxaspiro[4.5]decane-7-carboxylate